(S)-tert-butyl 2-(7-chloroisoquinolin-5-yl)pyrrolidine-1-carboxylate ClC1=CC(=C2C=CN=CC2=C1)[C@H]1N(CCC1)C(=O)OC(C)(C)C